4-bromo-2,3-difluoro-N-(pivaloyloxy)benzamide BrC1=C(C(=C(C(=O)NOC(C(C)(C)C)=O)C=C1)F)F